2-methylpropan-2-yl 4-methylideneazepane-1-carboxylate C=C1CCN(CCC1)C(=O)OC(C)(C)C